NCCCN1CCN(CC1)C1=C(C(=C(C(=N1)SC(C(=O)N)C1=CC=CC=C1)C#N)C1CC1)C#N 2-((6-(4-(3-aminopropyl)piperazin-1-yl)-3,5-dicyano-4-cyclopropylpyridin-2-yl)sulfanyl)-2-phenylacetamide